(3,5-dimethyl-[1,1'-biphenyl]-4-yl)-2-phenyl-1H-imidazole CC=1C=C(C=C(C1N1C(=NC=C1)C1=CC=CC=C1)C)C1=CC=CC=C1